(S)-N-(4-fluorophenyl)-3-(6-methyl-4-(trifluoromethyl)pyridin-2-yl)-2-oxo-N-(3-(6-(piperazine-1-carbonyl)pyridin-3-yl)prop-2-yn-1-yl)imidazolidine-4-carboxamide FC1=CC=C(C=C1)N(C(=O)[C@H]1N(C(NC1)=O)C1=NC(=CC(=C1)C(F)(F)F)C)CC#CC=1C=NC(=CC1)C(=O)N1CCNCC1